ClC1=CC(=C(C=C1)C1=CC(=NC=C1)CO)C1=NN=CN1C (4-(4-chloro-2-(4-methyl-4H-1,2,4-triazol-3-yl)phenyl)pyridin-2-yl)methanol